OC1=C(C(=O)O)C=C(C=C1)OCC=1C=NC(=NC1)C1=CN(C2=CC=CC=C12)S(=O)(=O)C1=CC(=CC=C1)C(F)(F)F 2-Hydroxy-5-((2-(1-((3-(trifluoromethyl)phenyl)sulfonyl)-1H-indol-3-yl)pyrimidin-5-yl)methoxy)benzoic acid